CC1=CNC2=NC=C(C=C21)C2=CC(=C1CN(CC1=C2)C(NC=2SC=CN2)=O)[C@H]2N(CCC2)C(=O)OC(C)(C)C tert-butyl (S)-2-(6-(3-methyl-1H-pyrrolo[2,3-b]pyridin-5-yl)-2-(thiazol-2-ylcarbamoyl)isoindolin-4-yl)pyrrolidine-1-carboxylate